2-(6-(methoxy(1-methylpiperidin-3-yl)methyl)-4,5-dimethylpyridazin-3-yl)-5-(trifluoromethyl)phenol COC(C1=C(C(=C(N=N1)C1=C(C=C(C=C1)C(F)(F)F)O)C)C)C1CN(CCC1)C